ClC1=C(C=C2C=C(C(NC2=C1)=O)C=1C=C(C=CC1)CC(=O)O)C1=CC=C2C=CN(C2=C1)C 2-(3-(7-chloro-6-(1-methyl-1H-indol-6-yl)-2-oxo-1,2-dihydroquinolin-3-yl)phenyl)acetic acid